OC1(CC(C1)C(=O)N1CC2(C1)CCC(CC2)OC2=CC(=CC=C2)OC(F)(F)F)C ((1s,3s)-3-Hydroxy-3-methylcyclobutyl)(7-(3-(trifluoromethoxy)phenoxy)-2-azaspiro[3.5]nonan-2-yl)methanone